2,3-Diphenylquinoxaline C1(=CC=CC=C1)C1=NC2=CC=CC=C2N=C1C1=CC=CC=C1